6-bromo-2-propyl-2,3-dihydro-1H-inden-5-ol BrC1=C(C=C2CC(CC2=C1)CCC)O